tert-Butyl (7-chloro-5-(4-(3-fluoroazetidin-1-ylsulfonyl)phenyl)benzofuran-2-yl)methylcarbamate ClC1=CC(=CC=2C=C(OC21)CNC(OC(C)(C)C)=O)C2=CC=C(C=C2)S(=O)(=O)N2CC(C2)F